FC=1C=C(C=CC1)C1=NC(=NC=2[C@]3([C@H](CCC12)[C@H](C(C(=C3)C#N)=O)C)C)C3=CC=NC1=CC=CC=C31 (6aR,7R,10aS)-4-(3-fluorophenyl)-7,10a-dimethyl-8-oxo-2-(quinolin-4-yl)-5,6,6a,7,8,10a-hexahydrobenzo[h]quinazoline-9-carbonitrile